CNC1=NC(=NC=N1)N N4-methyl-1,3,5-triazine-2,4-diamine